4-(3-bromo-2-fluoro-6-(trifluoromethyl)phenoxy)-2-fluoro-1-(4-fluorophenyl)butan-1-one BrC=1C(=C(OCCC(C(=O)C2=CC=C(C=C2)F)F)C(=CC1)C(F)(F)F)F